6-(5-(piperidin-4-yloxy)pyrazin-2-yl)isoquinolin-7-ol N1CCC(CC1)OC=1N=CC(=NC1)C=1C=C2C=CN=CC2=CC1O